ethyl 3-(1,3-dioxoisoindolin-2-yl)-2-hydroxy-propanoate O=C1N(C(C2=CC=CC=C12)=O)CC(C(=O)OCC)O